methyl 3-(6-(((1S,3S)-3-((6-cyclopropyl-1,2,4-triazin-3-yl)amino)cyclopentyl)amino)pyridin-3-yl)-4-fluoro-2-methoxybenzoate C1(CC1)C1=CN=C(N=N1)N[C@@H]1C[C@H](CC1)NC1=CC=C(C=N1)C=1C(=C(C(=O)OC)C=CC1F)OC